1-bromo-3-methyl-2-butanone BrCC(C(C)C)=O